(2S)-3-(4-bromophenyl)-2-[(3R)-1-tert-butoxycarbonylpyrrolidin-3-yl]propionic acid BrC1=CC=C(C=C1)C[C@H](C(=O)O)[C@@H]1CN(CC1)C(=O)OC(C)(C)C